CC1=C(C=C(C=C1)NC(=O)N1C[C@@H](CC1)CC(F)(F)F)C1=CC2=C(N=C(N=C2)NC)N=C1C (S)-N-(4-methyl-3-(7-methyl-2-(methylamino)pyrido[2,3-d]pyrimidin-6-yl)phenyl)-3-(2,2,2-trifluoroethyl)pyrrolidine-1-carboxamide